(5-(piperazin-1-yl)pyridin-2-yl)amino-8-(piperidin-1-yl)pyrido[3,4-d]pyrimidine-6-carboxamide N1(CCNCC1)C=1C=CC(=NC1)NC=1N=CC2=C(N1)C(=NC(=C2)C(=O)N)N2CCCCC2